3-(5-(4-(1,5-naphthyridin-2-yl)-1H-1,2,3-triazol-1-yl)-1-oxoisoindolin-2-yl)piperidine-2,6-dione N1=C(C=CC2=NC=CC=C12)C=1N=NN(C1)C=1C=C2CN(C(C2=CC1)=O)C1C(NC(CC1)=O)=O